ClC=1C(=C(C=CC1F)N(C(=O)[C@H]1N(C(N(C1)CC(CNC)O)=O)C1=NC(=CC(=C1)C(F)(F)F)C)C)F (4S)-N-(3-chloro-2,4-difluorophenyl)-1-(2-hydroxy-3-(methylamino)propyl)-N-methyl-3-(6-methyl-4-(trifluoromethyl)pyridin-2-yl)-2-oxoimidazolidine-4-carboxamide